4-(7-fluoroimidazo[1,2-a]pyridin-3-yl)-7-((6'-methyl-2,3,5,6,6',7'-hexahydrospiro[pyran-4,5'-pyrrolo[3,4-b]pyridin]-2'-yl)amino)isoindolin-1-one FC1=CC=2N(C=C1)C(=CN2)C2=C1CNC(C1=C(C=C2)NC2=CC=C1C(=N2)CN(C12CCOCC2)C)=O